(4-(2-aminomethyl-3-fluoroallyloxy)phenyl)-(6-trifluoromethyl-3,4-dihydroisoquinolin-2(1H)-yl)-methanone trifluoroacetate FC(C(=O)O)(F)F.NCC(COC1=CC=C(C=C1)C(=O)N1CC2=CC=C(C=C2CC1)C(F)(F)F)=CF